N1=CC=C(C=C1)N1CCC(CC1)C(=O)OCC(COC(CC12CC3CC(CC(C1)C3)C2)=O)COC(CCCCCCC\C=C/C\C=C/CCCCC)=O 3-(2-((3r,5r,7r)-adamantan-1-yl)acetoxy)-2-((((9Z,12Z)-octadeca-9,12-dienoyl)oxy)methyl)propyl 1-(pyridin-4-yl)piperidine-4-carboxylate